[N-](S(=O)(=O)C(F)(F)F)S(=O)(=O)C(F)(F)F.C(C)[N+]1(CCCCC1)CCCCC 1-Ethyl-1-pentylpiperidinium bis(trifluoromethanesulfonyl)imide